OC1=CC=C(C=C1)C=1C2=CC=C(N2)C(=C2C=CC(C(=C3C=CC(=C(C=4C=CC1N4)C4=CC=C(C=C4)O)N3)C3=CC=C(C=C3)O)=N2)C2=CC=C(C=C2)O 5,10,15,20-tetrakis(4-hydroxyphenyl)-21h,23h-porphin